methyl 4-butyl-1-(4-fluoro-3-methoxyphenyl)-3-(4-fluorophenyl)-5-methyl-4,5-dihydro-1H-pyrazole-5-carboxylate C(CCC)C1C(=NN(C1(C(=O)OC)C)C1=CC(=C(C=C1)F)OC)C1=CC=C(C=C1)F